C(SCC1=CC=C(C=C1)C(=O)OCC=C)(SCC1=CC=C(C=C1)C(=O)OCC=C)=S bis[4-(allyloxycarbonyl) benzyl] trithiocarbonate